2-carbamoyl-4-((S)-4,4-difluoro-1-((S)-1-((5-fluoropyridin-2-yl)amino)-1-oxopropan-2-yl)piperidin-3-yl)-pyridine 1-oxide C(N)(=O)C1=[N+](C=CC(=C1)[C@H]1CN(CCC1(F)F)[C@H](C(=O)NC1=NC=C(C=C1)F)C)[O-]